NC1=NC=NC2=C1N(C=1C(=C[C@H](C(C21)[2H])C(C(=O)N)=C)C)C=2C=NC1=CC=CC=C1C2 ((8S)-4-amino-6-methyl-5-(quinolin-3-yl)-8,9-dihydropyrimido[5,4-b]indol-8-yl-9-d)acrylamide